C(C)(C)(C)N(C(O)=O)C=1C=NC(=CC1)C(C(C)(C)C=1C=NN(C1)CC)O.CC=CC(=O)NNCCC1=CC(O)=C(O)C=C1 3-methyl-acrylamidodopamine tert-butyl-(6-(2-(1-ethyl-1H-pyrazol-4-yl)-1-hydroxyl-2-methylpropyl)pyridin-3-yl)carbamate